9-(4-(4-(3-aminopentan-3-yl)-1H-1,2,3-triazol-1-yl)benzyl)-2-(2-isopropylphenyl)-7,9-dihydro-8H-purin-8-one NC(CC)(CC)C=1N=NN(C1)C1=CC=C(CN2C3=NC(=NC=C3NC2=O)C2=C(C=CC=C2)C(C)C)C=C1